CC1=NOC(=C1C=1C=C(CN2CCC(CC2)NC(CNC(=O)NC2=CC=C(C=C2)N[C@@H]2C[C@@H](N(C3=CC=CC=C23)C(CC)=O)C)=O)C=C(C1)O)C N-(1-(3-(3,5-Dimethylisoxazol-4-yl)-5-hydroxybenzyl)piperidin-4-yl)-2-(3-(4-(((2S,4R)-2-methyl-1-propionyl-1,2,3,4-tetrahydroquinolin-4-yl)amino)phenyl)ureido)acetamide